BrC1=C(C=CC(=C1)CCl)C 2-bromo-4-(chloromethyl)-1-methylbenzene